BrC=1C=CC(=NC1)C(=O)NCCN(C)C 5-bromo-N-(2-(dimethylamino)ethyl)picolineamide